3-HYDROXY-3,6-DIMETHYLHEXAHYDROBENZOFURAN-2-ONE OC1(C(OC2C1CCC(C2)C)=O)C